FC=1C=C(C=C(C1)F)[C@H]1[C@@H](C1)CC(=O)N1CC=2N=C(N=C(C2C1C)OC)C#N 6-(2-[trans-(2-(3,5-Difluorophenyl)cyclopropyl)]acetyl)-4-methoxy-5-methyl-6,7-dihydro-5H-pyrrolo[3,4-d]pyrimidine-2-carbonitrile